(S)-2-((7-bromobenzo[d][1,3]dioxol-4-yl)methyl)-1-(oxetan-2-ylmethyl)-1H-benzo[d]imidazole-6-carboxylic acid methyl ester COC(=O)C=1C=CC2=C(N(C(=N2)CC2=CC=C(C=3OCOC32)Br)C[C@H]3OCC3)C1